CC1=CCC(CC1)C(C)(C)OC(=O)C2=CC=CC=C2N alpha-Terpinyl anthranilate